exo-tert-butyl 2-(2-chloro-6-(4,4,5,5-tetramethyl-1,3,2-dioxaborolan-2-yl)pyridin-4-yl)-3-oxa-8-azabicyclo[3.2.1]octane-8-carboxylate ClC1=NC(=CC(=C1)C1C2CCC(CO1)N2C(=O)OC(C)(C)C)B2OC(C(O2)(C)C)(C)C